BrC1=C(C2=C(C(N3[C@@H](CO2)CN(CC3)C(=O)OC(C)(C)C)=O)C=C1I)C Tert-butyl (12aR)-9-bromo-8-iodo-10-methyl-6-oxo-3,4,12,12a-tetrahydro-6H-pyrazino[2,1-c][1,4]benzoxazepine-2(1H)-carboxylate